1H-imidazol-4-yl-[2-methoxy-4-(trifluoromethyl)phenyl]methanone N1C=NC(=C1)C(=O)C1=C(C=C(C=C1)C(F)(F)F)OC